methoxylphenylamine O(C)NC1=CC=CC=C1